FC1=C(C=CC=C1)B(O)O (2-fluorophenyl)boranediol